9H-[1,2,4]triazolo[3,4-f]purine N=1N=CN2C1NC1=NC=NC=C21